4,13-dichloro-10-[2,6-difluoro-4-({2-[(2-hydroxyethyl)amino]ethyl}amino)phenyl]-8-ethyl-15-methyl-6,8,10-triazatricyclo[9.4.0.02,7]pentadeca-1(11),2(7),3,5,12,14-hexaen-9-one ClC1=CC=2C=3C(=CC(=CC3N(C(N(C2N=C1)CC)=O)C1=C(C=C(C=C1F)NCCNCCO)F)Cl)C